C1(=CC=C2C=CC3=CC=CC4=CC=C1C2=C34)C3=CC=4CC2=CC(=CC=C2C4C=C3)C3=CC=C4C=CC2=CC=CC1=CC=C3C4=C21 2,7-di(1-pyrenyl)fluorene